fluoro-3-(hydroxymethyl)-[1,1'-biphenyl] FC1=C(C=CC=C1CO)C1=CC=CC=C1